NC1CCC(C(C1)C(CC)(CC)C1C(CCC(C1)CCC)N)CCC 2-(3-(5-amino-2-propylcyclohexyl)pentan-3-yl)-4-propylcyclohexan-1-amine